ClC1=CC=C(CCN2CCC3(CC2)C2=C(NC(O3)=O)C=CC=C2)C=C1 1'-(4-chlorophenethyl)spiro[benzo[d][1,3]oxazine-4,4'-piperidin]-2(1H)-one